N-(1-((3s)-3-Methyl-4-(3-(tetrahydro-1H-furo[3,4-c]pyrrol-5(3H)-yl)-4-(trifluoromethyl)benzyl)piperazine-1-carbonyl)-1H-pyrazol-3-yl)methanesulfonamide C[C@H]1CN(CCN1CC1=CC(=C(C=C1)C(F)(F)F)N1CC2C(C1)COC2)C(=O)N2N=C(C=C2)NS(=O)(=O)C